3-((R)-3-(2,5-dichloro-7H-pyrrolo[2,3-d]pyrimidin-7-yl)-2-methylpropoxy)-1-((1r,4R)-4-methoxycyclohexyl)-5-methyl-1H-pyrazol-4-amine ClC=1N=CC2=C(N1)N(C=C2Cl)C[C@H](COC2=NN(C(=C2N)C)C2CCC(CC2)OC)C